hydroxy-N-methyl-N-isopropyltryptamine OC(N(C(C)C)C)CC1=CNC2=CC=CC=C12